FC1(CN(CC[C@H]1NC1=NN2C(C(=N1)OC)=C(C(=C2)F)C=2C=NC=1N(C2)C=CN1)C1COC1)F (R)-N-(3,3-difluoro-1-(oxetan-3-yl)piperidin-4-yl)-6-fluoro-5-(imidazo[1,2-a]pyrimidin-6-yl)-4-methoxypyrrolo[2,1-f][1,2,4]triazin-2-amine